4-(3-(diisobutylamino)propyl)piperazine C(C(C)C)N(CCCN1CCNCC1)CC(C)C